tert-butyl rac-(2S)-5-[5-[[4-[tert-butoxycarbonyl(methyl)amino]-6-methyl-2-pyridyl]amino]-6-fluoro-2,3-dihydrofuro[3,2-b]pyridin-7-yl]-2-methyl-2,3,4,7-tetrahydroazepine-1-carboxylate C(C)(C)(C)OC(=O)N(C1=CC(=NC(=C1)C)NC1=C(C(=C2C(=N1)CCO2)C=2CC[C@@H](N(CC2)C(=O)OC(C)(C)C)C)F)C |r|